5-(3-isopropyl-5-(1-(2-methoxyethyl)azetidin-3-yl)-1H-indol-2-yl)-1,3,4-trimethylpyridin-2(1H)-one C(C)(C)C1=C(NC2=CC=C(C=C12)C1CN(C1)CCOC)C=1C(=C(C(N(C1)C)=O)C)C